cis-1-(2-(1,3-dioxolan-2-yl)ethyl)-4-(tert-butyl)cyclohexyl acetate C(C)(=O)OC1(CCC(CC1)C(C)(C)C)CCC1OCCO1